ClC=1C=C(C=C2C(N(CC12)C1C(NC(CC1)=O)=O)=O)CNC(OC(C)(C)C)=O tert-butyl N-[[7-chloro-2-(2,6-dioxo-3-piperidyl)-3-oxo-isoindolin-5-yl]methyl]carbamate